3-(5-(1-methyl-5-(4-(trifluoromethoxy)phenyl)-1H-pyrazol-4-yl)-1-oxoisoindolin-2-yl)piperidine-2,6-dione CN1N=CC(=C1C1=CC=C(C=C1)OC(F)(F)F)C=1C=C2CN(C(C2=CC1)=O)C1C(NC(CC1)=O)=O